ClC1=C(C=CC=C1)C1=CC2=C(N=C(N=C2)NC=2C=C(C=CC2)C(C)O)N2C1=NCC2 1-(3-((6-(2-chlorophenyl)-8,9-dihydroimidazo[1',2':1,6]pyrido[2,3-d]pyrimidin-2-yl)amino)phenyl)ethan-1-ol